(2-((5-Chloro-2-((2,3-dihydro-1H-inden-2-yl)amino)pyrimidin-4-yl)amino)phenyl)dimethyl-phosphine ClC=1C(=NC(=NC1)NC1CC2=CC=CC=C2C1)NC1=C(C=CC=C1)P(C)C